acrylate Titanium [Ti+4].C(C=C)(=O)[O-].C(C=C)(=O)[O-].C(C=C)(=O)[O-].C(C=C)(=O)[O-]